FC(C1=NOC(=N1)C=1C(=NC(=NC1)NC1=CC2=C(C=N1)C=NN2C(C)C)N[C@H](CO)C2=CC=CC=C2)F (S)-2-((5-(3-(difluoromethyl)-1,2,4-oxadiazol-5-yl)-2-((1-isopropyl-1H-pyrazolo[4,3-c]pyridin-6-yl)amino)pyrimidin-4-yl)amino)-2-phenylethan-1-ol